O1C(CCCC1)OC1=CC=C(C(=O)O)C=C1 (l)-4-((tetrahydro-2H-pyran-2-yl)oxy)benzoic acid